(E)-((1-(4-chlorophenyl)-2-phenylvinyl)oxy)trimethylsilane ClC1=CC=C(C=C1)/C(=C\C1=CC=CC=C1)/O[Si](C)(C)C